OC=1C=C(\C=C/2\C(NC(N(C2=O)C2=CC=C(C=C2)OC)=O)=O)C=CC1O (Z)-5-(3,4-dihydroxybenzylidene)-1-(4-methoxyphenyl)pyrimidine-2,4,6(1H,3H,5H)-trione